(3R)-8-fluoro-4-oxo-7-(5-oxo-4H-1,2,4-oxadiazol-3-yl)-3,5-dihydro-2H-1,5-benzothiazepin-3-yl carbamate C(N)(O[C@H]1CSC2=C(NC1=O)C=C(C(=C2)F)C2=NOC(N2)=O)=O